lithium (1+) (2S)-2-({5H,6H,7H,8H-imidazo[1,2-a]pyrazine-7-carbonyl}amino)-4-methylpentanoate N=1C=CN2C1CN(CC2)C(=O)N[C@H](C(=O)[O-])CC(C)C.[Li+]